N[C@H](C(=O)O)CC1=CN=C(S1)N (S)-2-amino-3-(2-aminothiazol-5-yl)propanoic acid